N-[(1S)-2-[2-(3-amino-3-oxo-propyl)-2-(2-chloroacetyl)hydrazino]-1-(cyclohexylmethyl)-2-oxo-ethyl]-N-methyl-carbamic acid tert-butyl ester C(C)(C)(C)OC(N(C)[C@H](C(=O)NN(C(CCl)=O)CCC(=O)N)CC1CCCCC1)=O